7-((2-chloro-4-((5-cyclopropyl-3-(2,6-dichlorophenyl)isoxazol-4-yl)methoxy)phenyl)ethynyl)quinoxaline-5-carboxylic acid ClC1=C(C=CC(=C1)OCC=1C(=NOC1C1CC1)C1=C(C=CC=C1Cl)Cl)C#CC=1C=C(C=2N=CC=NC2C1)C(=O)O